BrC=1N=C(N(C1C#N)COCC[Si](C)(C)C)C 4-Bromo-2-methyl-1-((2-(trimethylsilyl)ethoxy)methyl)-1H-imidazole-5-carbonitrile